N-(2-(3,3-difluoropyrrolidin-1-yl)-4-(2-fluoro-phenyl)pyridin-3-yl)-2-hydroxypyrimidine-5-carboxamide FC1(CN(CC1)C1=NC=CC(=C1NC(=O)C=1C=NC(=NC1)O)C1=C(C=CC=C1)F)F